C(=O)C1=NC2=CC=C(C=C2C=C1C1=CC=CC2=CC=CC=C12)C(=O)O 2-formyl-3-(naphthalen-1-yl)quinoline-6-carboxylic acid